(S)-4-(1-Azido-2-methoxyethyl)-6-chloro-1-methoxy-2,7-naphthyridine N(=[N+]=[N-])[C@H](COC)C1=CN=C(C2=CN=C(C=C12)Cl)OC